dimethylsilylbis(2-methylindenyl)hafnium dichloride [Cl-].[Cl-].C[SiH](C)[Hf+2](C1C(=CC2=CC=CC=C12)C)C1C(=CC2=CC=CC=C12)C